ClC1=C(C=CC(=C1)Cl)C=1CCSC2=C(C1C1=CC=C(C=C1)O[C@@H]1CN(CC1)CCCF)C=CC(=C2)C(=O)O 4-(2,4-dichlorophenyl)-5-[4-[(3S)-1-(3-fluoropropyl)pyrrolidin-3-yl]oxyphenyl]-2,3-dihydro-1-benzothiepine-8-carboxylic acid